ethyl (E)-4-(2-ethoxyvinyl)benzoate C(C)O/C=C/C1=CC=C(C(=O)OCC)C=C1